monoethyltrisilanol sodium o-hydroxybenzoate OC1=C(C(=O)[O-])C=CC=C1.[Na+].C(C)[SiH]([SiH2][SiH3])O